C(C)(C)(C)[Si](OC1=C(C=CC(=C1)C=C)OC)(C)C 2-tert.-butyldimethylsilyloxy-4-vinyl-1-methoxybenzene